1-(9H-fluoren-9-ylmethoxycarbonylamino)-3,3-difluoro-cyclobutanecarboxylic acid C1=CC=CC=2C3=CC=CC=C3C(C12)COC(=O)NC1(CC(C1)(F)F)C(=O)O